FC=1C=C(C=CC1OC1=CC=NC2=CC(=C(C=C12)OC)OCCNC1COC1)NC(=O)C1=C2C(=CN(C1=O)C1=CC=C(C=C1)F)CCO2 N-[3-fluoro-4-({6-methoxy-7-[2-(oxetan-3-ylamino)ethoxy]quinolin-4-yl}oxy)phenyl]-5-(4-fluorophenyl)-6-oxo-2,3,5,6-tetrahydrofuro[3,2-c]pyridine-7-carboxamide